ClC=1C=C2C(=CNC2=CC1)CCCNS(=O)(=O)C1=CC=C(C=C1)OC1=CC(=CC=C1)N1CCN(CCC1)C N-(3-(5-chloro-1H-indol-3-yl)propyl)-4-(3-(4-methyl-1,4-diazepan-1-yl)phenoxy)benzenesulfonamide